(S)-2-(5-cyclobutyl-4-(4-isobutyryl-2-methylpiperazin-1-yl)-7H-pyrrolo[2,3-d]pyrimidin-7-yl)isonicotinonitrile C1(CCC1)C1=CN(C=2N=CN=C(C21)N2[C@H](CN(CC2)C(C(C)C)=O)C)C=2C=C(C#N)C=CN2